(2S)-2-fluoro-2-[[(2S,5r)-2-(hydroxymethyl-carbamoyl)-3-methyl-7-oxo-1,6-diazabicyclo[3.2.1]oct-3-en-6-yl]oxy]acetic acid ethyl ester C(C)OC([C@@H](ON1[C@@H]2C=C([C@H](N(C1=O)C2)C(NCO)=O)C)F)=O